N1(C=NC=2C1=C1C(=NC2)NC=C1)N1CCC(CC1)C(C#N)(C)C 2-(1-(imidazo[4,5-d]pyrrolo[2,3-b]pyridin-1(6H)-yl)piperidin-4-yl)-2-methylpropanenitrile